[Si](C)(C)(C(C)(C)C)OC[C@H]1N(C(COC1)=O)C(=O)OC(C)(C)C tert-butyl (3S)-3-({[tert-butyl (dimethyl) silyl] oxy} methyl)-5-oxomorpholine-4-carboxylate